diethyl 4-methyl-2,6-dioxopimelate CC(CC(C(=O)OCC)=O)CC(C(=O)OCC)=O